(4-Bromophenyl)hydrazine hydrochloride Cl.BrC1=CC=C(C=C1)NN